tripropylene glycol neopentanoate C(C(C)(C)C)(=O)O.CC(COC(C)COC(C)CO)O